2-(2-chloro-5-fluoropyrimidin-4-yl)-6-(4-methoxybenzyl)-5,5-dimethyl-5,6-dihydro-7H-pyrrolo[3,4-b]pyridin-7-one ClC1=NC=C(C(=N1)C1=CC=C2C(=N1)C(N(C2(C)C)CC2=CC=C(C=C2)OC)=O)F